8-(6-(2-hydroxypropan-2-yl)pyridin-3-yl)-3-methyl-6-oxo-3,4-dihydro-2H,6H-pyrimido[2,1-b][1,3]thiazine-7-carbonitrile OC(C)(C)C1=CC=C(C=N1)C=1N=C2SCC(CN2C(C1C#N)=O)C